OC1=C(C(=O)O)C(=CC(=C1)OC)\C=C\C1=CC=CC=C1 (E)-2-hydroxy-4-methoxy-6-styrylbenzoic acid